C(OC=C)([O-])=O exo-vinyl carbonate